2-[[4-iodo-6-(morpholin-4-yl)pyridin-2-yl](methyl)amino]ethanol IC1=CC(=NC(=C1)N1CCOCC1)N(CCO)C